(S)-N-(5-((1,4-dioxan-2-yl)methoxy)-1,3,4-thiadiazol-2-yl)-2'-bromo-5'-methoxy-6-methyl-(4,4'-bipyridine)-3-carboxamide O1[C@@H](COCC1)COC1=NN=C(S1)NC(=O)C=1C=NC(=CC1C1=CC(=NC=C1OC)Br)C